CNC(=O)N1CCN(CC1)CC1=CC(=NC=C1)NC=1SC2=C(N1)C=CC(=C2)C2=CC=NC=C2 N-methyl-4-((2-((6-(pyridin-4-yl)benzo[d]thiazol-2-yl)amino)pyridin-4-yl)methyl)piperazine-1-carboxamide